ClC1=C(C#N)C(=CC=C1)N1N=CC(=C1)C1=CN(C(C=C1C=1C=NC(=NC1)NC1CCCC1)=O)C 2-chloro-6-(4-(4-(2-(cyclopentylamino)pyrimidin-5-yl)-1-methyl-6-oxo-1,6-dihydropyridin-3-yl)-1H-pyrazol-1-yl)benzonitrile